Methyl (2R,3S)-3-(4-isopropyl-1H-pyrazol-3-yl)-2-((((CIS)-4-phenylcyclohexyl)oxy)methyl)piperidine-1-carboxylate C(C)(C)C=1C(=NNC1)[C@@H]1[C@@H](N(CCC1)C(=O)OC)CO[C@@H]1CC[C@@H](CC1)C1=CC=CC=C1